C(C=C)SCC=C allylthioether